6-Amino-2,2,7-trifluoro-4-(2-propynyl)-2,4-dihydro-1,4-benzoxazin-3-one NC=1C(=CC2=C(N(C(C(O2)(F)F)=O)CC#C)C1)F